FC1=CC=C(C=C1)C1=C(CCC(C1)(C)C)C(=O)N1CC2(CN(C2)CC=2C=C3CN(C(C3=CC2)=O)C2C(NC(CC2)=O)=O)C1 3-(5-((6-(4'-fluoro-5,5-dimethyl-3,4,5,6-tetrahydro-[1,1'-biphenyl]-2-Carbonyl)-2,6-diazaspiro[3.3]heptan-2-yl)methyl)-1-oxoisoindolin-2-yl)piperidine-2,6-dione